CC(CC(CCN)C)C1=CC=C(C=C1)C(CC(CCN)C)C p-bis(1,3-dimethyl-5-aminopentyl)benzene